2-(4-Fluoro-phenyl)-1-{6-[2-(4-methoxy-phenyl)-ethyl]-2,6-diaza-spiro[3.3]hept-2-yl}-ethanone FC1=CC=C(C=C1)CC(=O)N1CC2(C1)CN(C2)CCC2=CC=C(C=C2)OC